ClC=1C(=NC(=NC1)N1N=C(C=C1C)C)NC1=CC2=C(N(C(N2CCC(C)(C)O)=O)C)C=C1 5-((5-Chloro-2-(3,5-dimethyl-1H-pyrazol-1-yl)pyrimidin-4-yl)amino)-3-(3-hydroxy-3-methylbutyl)-1-methyl-1,3-dihydro-2H-benzo[d]imidazol-2-one